1-ethyl 4-((6-cyclopropylimidazo[1,2-a]pyridin-2-yl)methoxy)-6-((4-(N-hydroxycarbamimidoyl)-2,6-dimethylbenzyl)amino)pyrimidine-2-carboxylate C1(CC1)C=1C=CC=2N(C1)C=C(N2)COC2=NC(=NC(=C2)NCC2=C(C=C(C=C2C)C(NO)=N)C)C(=O)OCC